NC1=NC(=NC=C1CNC=O)C 4-amino-5-(formamidomethyl)-2-methylpyrimidine